CN1CC(C1)N1CCC2=CC=C(C=C12)[N+](=O)[O-] 1-(1-methylazetidin-3-yl)-6-nitroindoline